FC1=CC=C(C=C1)C1=NN(C=C1C=1N=CC2=C(N1)OC(=C2)C2=CC=CC=C2)C2COCC2 [3-(4-Fluorophenyl)-1-(oxolan-3-yl)-1H-pyrazol-4-yl]-6-phenylfuro[2,3-d]pyrimidine